ethyl (S)-3-(2-fluorobiphenyl-3-yl)-3-(3-(4-hydroxy-1,6-dimethyl-2-oxo-1,2-dihydropyridin-3-yl) ureido)propanoate FC1=C(C=CC=C1[C@H](CC(=O)OCC)NC(=O)NC=1C(N(C(=CC1O)C)C)=O)C1=CC=CC=C1